tri(1-adamantyl)phosphorus C12(CC3CC(CC(C1)C3)C2)P(C23CC1CC(CC(C2)C1)C3)C31CC2CC(CC(C3)C2)C1